C(C=O)(C)(C)C(O)[C@H](N)[C@H](O)[C@H](O)CCCCCCCCCCCCCC 1-tert-butyl-phytosphingosine